3-Amino-7-chloro-5-methoxy-1-(2-methylpyridin-3-yl)quinoxaline-2(1H)-on NC=1C(N(C2=CC(=CC(=C2N1)OC)Cl)C=1C(=NC=CC1)C)=O